OC1=NN(C=C1)C(C)=O 1-(3-Hydroxy-1H-pyrazol-1-yl)ethanon